C(C)C=1C(=C(NC1C=O)C(=O)O)C 4-ETHYL-5-FORMYL-3-METHYL-1H-PYRROLE-2-CARBOXYLIC ACID